1-(ortho-tolyl)ethanol C1(=C(C=CC=C1)C(C)O)C